methyl 2-(difluoromethoxy)-5-[3-(difluoromethyl)-4-fluoro-phenyl]pyridine-3-carboxylate FC(OC1=NC=C(C=C1C(=O)OC)C1=CC(=C(C=C1)F)C(F)F)F